CN1N=CC(=C1)C1=CC=2C3=C(N=CC2C=C1)NC(=C3)C3CCN(CC3)C(=O)OC(C)(C)C tert-butyl 4-(8-(1-methyl-1H-pyrazol-4-yl)-3H-pyrrolo[2,3-c]isoquinolin-2-yl)piperidine-1-carboxylate